tert-butyl 3-(3,4-dichlorophenyl)-4-oxopiperidine-1-carboxylate ClC=1C=C(C=CC1Cl)C1CN(CCC1=O)C(=O)OC(C)(C)C